C(C)(C)(C)[Sn](N(C)C)(N(C)C)N(C)C tert-butyltri(dimethylamino)stannane